1-(4-fluoro-3-methoxybenzyl)-5-hydroxy-N-methyl-2-oxo-2,3-dihydro-1H-benzo[b]azepine-4-carboxamide FC1=C(C=C(CN2C3=C(C(=C(CC2=O)C(=O)NC)O)C=CC=C3)C=C1)OC